tert-Butyl 6-(3-(fluoromethyl)azetidin-1-yl)quinoline-4-carboxylate FCC1CN(C1)C=1C=C2C(=CC=NC2=CC1)C(=O)OC(C)(C)C